1-(2-Aminoethyl)piperidine NCCN1CCCCC1